[Li].C1(=CC=CC=C1)C(C)N1N=C(N=C1)C(=O)O 1-(1-Phenylethyl)-1H-1,2,4-triazole-3-carboxylic acid lithium